C(C)(C)C1=C(C=C(C=C1O)C=1N=CC2=CC=CC=C2C1)O 2-Isopropyl-5-(isoquinolin-3-yl)benzene-1,3-diol